I.I.CNCCN N-methyl-ethylenediamine dihydroiodide